isooctyl-hexanetriol C(CCCCC(C)C)C(C(O)(O)O)CCCC